C(C)(C)(C)OC(=O)N1CCN(CC1)S(=O)(=O)C1CCCCC1 4-Cyclohexanesulfonyl-Piperazine-1-Carboxylic Acid Tert-Butyl Ester